C(C)N1N=CC2=C1CN(C2)C(=O)C=2NC1=C(C(=CC(=C1C2)C=2C=NC(=CC2CC)C)C=2CN(CCC2)C(=O)OC(C)(C)C)F tert-butyl 3-(2-(1-ethyl-1,4,5,6-tetrahydropyrrolo[3,4-c]pyrazole-5-carbonyl)-4-(4-ethyl-6-methylpyridin-3-yl)-7-fluoro-1H-indol-6-yl)-5,6-dihydropyridine-1(2H)-carboxylate